[N+](=O)([O-])C=1C(=NC=C(C1)[N+](=O)[O-])N 3,5-dinitropyridin-2-amine